1-Iodopropyl propyl carbonate C(OC(CC)I)(OCCC)=O